BrC1=CC=C2N=C(C(NC2=C1)=O)C1=CC=CC=C1 7-bromo-3-phenylquinoxalin-2(1H)-one